tert-butyl 2-(2,6-diethylphenyl)-3-(2,5-difluoro-4-ureidophenyl)-2,4,6,7-tetrahydro-5H-pyrazolo[4,3-c]pyridine-5-carboxylate C(C)C1=C(C(=CC=C1)CC)N1N=C2C(CN(CC2)C(=O)OC(C)(C)C)=C1C1=C(C=C(C(=C1)F)NC(=O)N)F